1-(1-cyclohexenylmethyl)-2-methylbenzene C1(=CCCCC1)CC1=C(C=CC=C1)C